C(=O)C1=CC=C(C=C1)N1N=C(C2=C1CCOC2)C(=O)OC methyl 1-(4-formylphenyl)-6,7-dihydro-4H-pyrano[4,3-c]pyrazole-3-carboxylate